O1COC2=C1C=CC=C2OC(CCN(C)C)C2=CC=C(C=C2)Cl 3-[(Benzo[d][1,3]dioxolan-4-yl)-oxy]-3-(4-chlorophenyl)-N,N-dimethylpropylamine